tert-butyl (4S)-4-[3-amino-3-(2-pyridyl)propyl]-2,2-dimethyl-pyrrolidine-1-carboxylate NC(CC[C@H]1CC(N(C1)C(=O)OC(C)(C)C)(C)C)C1=NC=CC=C1